3-(5-Amino-6-(1-methyl-1H-1,2,4-triazol-3-yl)pyrazin-2-yl)-N-(3-cyanobicyclo[1.1.1]pentan-1-yl)-4-methylbenzenesulfonamide NC=1N=CC(=NC1C1=NN(C=N1)C)C=1C=C(C=CC1C)S(=O)(=O)NC12CC(C1)(C2)C#N